1-(4-fluoro-2-iodophenyl)-1H-pyrazole-3-carbonitrile FC1=CC(=C(C=C1)N1N=C(C=C1)C#N)I